3-Methyl-5,6-dihydroimidazo[4,5-d]pyridazine-4,7-dione CN1C=NC=2C(NNC(C21)=O)=O